7-(3-(4-(2-chlorophenyl)piperazin-1-yl)propoxy)-2-methyl-3,4-dihydroisoquinolin-1(2H)-one ClC1=C(C=CC=C1)N1CCN(CC1)CCCOC1=CC=C2CCN(C(C2=C1)=O)C